2-[3-(methoxymethyl)-2,2-dimethyl-cyclopent-3-en-1-yl]Prop-2-enal COCC=1C(C(CC1)C(C=O)=C)(C)C